methyl 5-chloro-2-(difluoromethoxy)benzoate ClC=1C=CC(=C(C(=O)OC)C1)OC(F)F